(4R)-4-((tert-butyldimethylsilyl) oxy)-6-methyl-7-oxooctyl pivalate C(C(C)(C)C)(=O)OCCC[C@H](CC(C(C)=O)C)O[Si](C)(C)C(C)(C)C